6-cyclopropyl-nicotinoyl-hydrazine C1(CC1)C1=NC=C(C(=O)NN)C=C1